4-[(3S)-3-amino-3-methylpyrrolidin-1-yl]-N-[(1S)-1-cyclopropylethyl]-2'-ethoxy-2-(trifluoromethyl)-[3,4'-bipyridine]-5-carboxamide N[C@@]1(CN(CC1)C1=C(C(=NC=C1C(=O)N[C@@H](C)C1CC1)C(F)(F)F)C1=CC(=NC=C1)OCC)C